NC=1C(=CC(=C(C1)NC=1N=CC2=C(N1)N(C(C(=C2)C=2N=CSC2)=O)C)OC)N(C)CCN(C)C 2-((5-amino-4-((2-(dimethylamino)ethyl)(methyl)amino)-2-methoxyphenyl)amino)-8-methyl-6-(thiazol-4-yl)pyrido[2,3-d]pyrimidin-7(8H)-one